(E)-3-(dimethylamino)-1-(4-methoxynaphthalene-1-yl)-2-(2-methoxyphenyl)prop-2-ene decanoate HCl salt Cl.C(CCCCCCCCC)(=O)O.CN(/C=C(\CC1=CC=C(C2=CC=CC=C12)OC)/C1=C(C=CC=C1)OC)C